N-methyl-2-((5-(pyridin-2-yl)pyrazin-2-yl)oxy)acetamide CNC(COC1=NC=C(N=C1)C1=NC=CC=C1)=O